O=C1NC2=CC=C(C=C2C1)C1=CC=C(CN2C=CC3=CC(=CC=C23)N2N=C(C=C2)C(=O)N)C=C1 1-(1-(4-(2-oxoindolin-5-yl)benzyl)-1H-indol-5-yl)-1H-pyrazole-3-carboxamide